C(CCCCCCCCCCC)(=O)OC1[C@]2(C)[C@@H](CC1)[C@@H]1CCC3=CC(CC[C@]3(C)[C@H]1CC2)=O 3-Oxoandrost-4-EN-17-YL Dodecanoate